2-Neopentyl-2,9-diazaspiro[5.5]undecane C(C(C)(C)C)N1CC2(CCC1)CCNCC2